CN1CCN(CC1)C1=CC2=C(NC=N2)C=C1 5-(4-methylpiperazin-1-yl)-1H-benzo[d]imidazole